NCCC=1C=C(C(=NC1Cl)NC1=C(N=NC(=C1)Cl)C(=O)NC([2H])([2H])[2H])S(=O)(=O)C 4-((5-(2-aminoethyl)-6-chloro-3-(methylsulfonyl)pyridin-2-yl)amino)-6-chloro-N-(methyl-d3)pyridazine-3-carboxamide